ClC=1C=CC(=NC1)COC=1C=C(C=CC1NS(=O)(=O)CC)C1=NNC(=C1C(=O)N)NC1=NC=CN=C1 3-(3-((5-chloropyridin-2-yl)methoxy)-4-(ethylsulfonamido)phenyl)-5-(pyrazin-2-ylamino)-1H-pyrazole-4-carboxamide